C(CCC)C(C(=O)OCCCCCCCCCN(CCCCCCCCCOC(C(CCCCCC)CCCC)=O)CCCl)CCCCCC ((2-chloroethyl)azanediyl)bis(nonane-9,1-diyl) bis(2-butyl octanoate)